5-chloro-4-[1-(3,3-difluorocyclobutyl)-4-fluoro-2-(hydroxymethyl)-1H-benzimidazol-6-yl]pyrimidin ClC=1C(=NC=NC1)C=1C=C(C2=C(N(C(=N2)CO)C2CC(C2)(F)F)C1)F